6-(Chinolin-7-yl)-5-(2-(3,3,3-trifluoro-2,2-dimethylpropyl)oxazol-5-yl)picolinonitril N1=CC=CC2=CC=C(C=C12)C1=C(C=CC(=N1)C#N)C1=CN=C(O1)CC(C(F)(F)F)(C)C